3-(4-Cyano-3-(trifluoromethyl)phenyl)-N-(2,4-difluorophenyl)-2-(trifluoromethyl)oxazolidin-5-carboxamid C(#N)C1=C(C=C(C=C1)N1C(OC(C1)C(=O)NC1=C(C=C(C=C1)F)F)C(F)(F)F)C(F)(F)F